diisopropoxy di(ethylacetoacetate) C(C)CC(CC(=O)OOC(C)C)=O.C(C)CC(CC(=O)OOC(C)C)=O